ClC=1N=C(C2=C(N1)N(C=C2C(C(C)C)=O)COCC[Si](C)(C)C)Cl 2,4-dichloro-5-(2-methylpropionyl)-7-(trimethylsilylethoxymethyl)-7H-pyrrolo[2,3-d]pyrimidine